O1N=NC2=C1C=CC=C2 1,2,3-benzoxadiazol